ClC=1C2=C(N=C(N1)SC)C(=C(N=C2C#N)Cl)F 4,7-dichloro-8-fluoro-2-(methylthio)pyrido[4,3-d]pyrimidine-5-carbonitrile